3-methylbenzothiazolium perchlorate Cl(=O)(=O)(=O)[O-].C[N+]1=CSC2=C1C=CC=C2